C(C1=CC=CC=C1)OC1=CC=C2C(=N1)N(C=C2)C(=O)OC(C)(C)C tert-butyl 6-(benzyloxy)-1H-pyrrolo[2,3-b]pyridine-1-carboxylate